(1R,2R,4S)-bicyclo[2.2.1]heptan-2-ol [C@@H]12[C@@H](C[C@@H](CC1)C2)O